[N+](=[N-])=CC(=O)C12CC(C1)(C2)F 2-Diazo-1-(3-fluorobicyclo[1.1.1]pentan-1-yl)ethan-1-one